4-(4-(Benzylpiperazin-1-yl)butyl)-3-hydroxypyridine-carbaldehyde C(C1=CC=CC=C1)C1N(CCNC1)CCCCC1=C(C(=NC=C1)C=O)O